COC(C(=C)C)=O.CC(C#N)=CC=CC1=CC=CC=C1 alpha-methyl-styreneacrylonitrile methyl-methacrylate